OC1=C(C=C(C=C1)C)N1N=C2C(=N1)C=CC=C2 2-(2-hydroxy-5-methylphenyl)(benzotriazole)